ClC1=NC(=C2C(=N1)N(N=C2)[C@@H]2[C@H]([C@H]([C@@H](O2)CO[C@@](CC2=CC=C(C(=O)O)C=C2)(CO)P(=O)(O)O)O)O)NC2CCCC2 |r| rac-4-((R)-2-(((2S,3R,4S,5S)-5-(6-chloro-4-(cyclopentylamino)-1H-pyrazolo[3,4-d]pyrimidin-1-yl)-3,4-dihydroxytetrahydrofuran-2-yl)methoxy)-3-hydroxy-2-phosphonopropyl)benzoic acid